N1CCC(CC1)N1C[C@H]2N(C=3C(=NN=C(C3)C3=C(C=CC=C3)O)NC2)CC1 (S)-2-(8-(piperidin-4-yl)-6,6a,7,8,9,10-hexahydro-5H-pyrazino[1',2':4,5]pyrazino[2,3-c]pyridazin-2-yl)phenol